4-((benzyloxy)carbonyl)-7-fluoro-3,4-dihydro-2H-benzo[b][1,4]oxazine-6-carboxylic acid C(C1=CC=CC=C1)OC(=O)N1C2=C(OCC1)C=C(C(=C2)C(=O)O)F